methyl (2-(((1-(4-chlorophenyl)-1H-pyrazol-3-yl)oxy)methyl)phenyl)(methoxy)carbamate ClC1=CC=C(C=C1)N1N=C(C=C1)OCC1=C(C=CC=C1)N(C(OC)=O)OC